C(C)(C)(C)NC[C@H](O)C=1C=NC=C(C1)F (R)-2-(tert-butylamino)-1-(5-fluoropyridin-3-yl)ethanol